1-(Azetidin-1-yl)-2-(((2-(4'-fluoro-2'-(4-methyl-4H-1,2,4-triazol-3-yl)-[1,1'-biphenyl]-3-yl)-7-(trifluoromethyl)benzo[d]oxazol-5-yl)methyl)amino)ethan-1-one N1(CCC1)C(CNCC=1C=C(C2=C(N=C(O2)C=2C=C(C=CC2)C2=C(C=C(C=C2)F)C2=NN=CN2C)C1)C(F)(F)F)=O